COC(=O)C1(CCN(CC1)C1=NC=C(C=C1)C1=C2C=CC=NC2=CC(=N1)Cl)NC(=O)OC(C)(C)C 4-((Tert-Butoxycarbonyl)amino)-1-(5-(7-chloro-1,6-naphthyridin-5-yl)pyridin-2-yl)piperidine-4-carboxylic acid methyl ester